ARGININIC ACID N[C@@H](CCCNC(N)=N)C(=O)O